C(C)(C)N1N=CC2=CC=C(C=C12)CO (1-isopropyl-1H-indazol-6-yl)-methanol